C(C)(=O)C1=C(C2=C(N=C(N=C2)NC2=NC=C(C=C2)N2CN(CC=C2)NCC)N(C1=O)C1CCCC1)C 6-Acetyl-8-cyclopentyl-2-[5-(3-ethylamino-pyrimidin-1-yl)-pyridin-2-ylamino]-5-methyl-8H-pyrido[2,3-d]pyrimidin-7-one